aminosuccinic acid NC(C(=O)O)CC(=O)O